C(C1=CC=CC=C1)C1=NC(=C2NC=NC2=N1)NCC=C(C)C 2-benzyl-N6-2-isopentenyl-adenine